Br.N1=CN=C2NC=NC2=C1N1C[C@@H](CCC1)NC(C=C)=O (R)-N-(1-(9H-purin-6-yl)piperidin-3-yl)acrylamide hydrobromide